ClC1=C(C=C(C=C1)F)C1(NC(C=2C=3C(=NN(C3C=C(C21)C2=C(C(=O)N)C=C(C=C2F)C(F)(F)F)CC(F)F)C)=O)O (6-(2-chloro-5-fluorophenyl)-3-(2,2-difluoroethyl)-6-hydroxy-1-methyl-8-oxo-3,6,7,8-tetrahydropyrrolo[3,4-e]indazol-5-yl)-3-fluoro-5-(trifluoromethyl)benzamide